(S)-2-amino-3-((S)-2-oxopyrrolidin-3-yl-5,5-d2)propanamide N[C@H](C(=O)N)C[C@H]1C(NC(C1)([2H])[2H])=O